(R)-3-aminoethyl-1-Boc-piperidine NCC[C@@H]1CN(CCC1)C(=O)OC(C)(C)C